NC1=C2CCN(CC2=CC=C1)CC1N=C2C=CC(=CC2=CN1)OC 2-[(5-amino-3,4-dihydro-1H-isoquinolin-2-yl)methyl]-6-methoxy-3H-quinazolin